1-propyl-3-methylimidazole triflate OS(=O)(=O)C(F)(F)F.C(CC)N1CN(C=C1)C